OC1=C(C=NC2=C(N=CC=C12)OC)C#N 4-hydroxy-8-methoxy-1,7-naphthyridine-3-carbonitrile